4-fluoro-3-((1-methyl-1H-pyrazol-4-yl)ethynyl)aniline FC1=C(C=C(N)C=C1)C#CC=1C=NN(C1)C